C(C)N(C=1C=C(C(C=O)=CC1)O)CC L-4-(diethylamino)salicylaldehyde